4-((6-((4-(methylsulfonyl)phenyl)amino)-1H-pyrazolo[3,4-d]pyrimidin-1-yl)methyl)cyclohexan-1-one CS(=O)(=O)C1=CC=C(C=C1)NC1=NC=C2C(=N1)N(N=C2)CC2CCC(CC2)=O